1-(5-Hydroxypentyl)-1H-1,2,4-triazole OCCCCCN1N=CN=C1